(R)-3-(6-cyclopropyl-4-(cyclopropylfluoro(4-methyl-4H-1,2,4-triazol-3-yl)methyl)pyridin-2-yl)-8-methyl-6-(((R)-2-methylmorpholinyl)methyl)-4H-chromen-4-one C1(CC1)C1=CC(=CC(=N1)C1=COC2=C(C=C(C=C2C1=O)CN1C[C@H](OCC1)C)C)[C@](C1=NN=CN1C)(F)C1CC1